2-(difluoromethoxy)-5-(4-methylpiperazin-1-yl)pyridin-3-amine FC(OC1=NC=C(C=C1N)N1CCN(CC1)C)F